1-(4-chloro-2-fluorophenyl)-3-(hydroxymethyl)-3-methyl-4-(4-(trifluoromethyl)benzyl)piperazine-2,5-dione ClC1=CC(=C(C=C1)N1C(C(N(C(C1)=O)CC1=CC=C(C=C1)C(F)(F)F)(C)CO)=O)F